CC1(C(OCC1)=O)C 3,3-dimethyltetrahydrofuran-2-one